ClC1=C(C=CC=C1)C1=CCCCCN1C1=NC=C(C(=O)OC)C(=C1)F Methyl 6-(7-(2-chlorophenyl)-2,3,4,5-tetrahydro-1H-azepin-1-yl)-4-fluoronicotinate